FC1(C[C@@H](CN(C1)C([C@@H](C)OC1=CC=C2C(=CNC(C2=C1)=O)C1=C(C=CC=C1)C([2H])([2H])[2H])=O)C(=O)N)F (S)-5,5-difluoro-1-((R)-2-((4-(2-(methyl-d3)phenyl)-1-oxo-1,2-dihydroisoquinolin-7-yl)oxy)propanoyl)piperidine-3-carboxamide